5α-androst-16-en-3-one C[C@@]12C=CC[C@H]1[C@@H]1CC[C@H]3CC(CC[C@]3(C)[C@H]1CC2)=O